2-((((9H-Fluoren-9-yl)methoxy)carbonyl)amino)-3-phenylpropanamide C1=CC=CC=2C3=CC=CC=C3C(C12)COC(=O)NC(C(=O)N)CC1=CC=CC=C1